3-(5-(cyclopropylsulfonyl)-1,4,5,6-tetrahydropyrrolo[3,4-d]imidazol-2-yl)-1H-indole C1(CC1)S(=O)(=O)N1CC=2NC(=NC2C1)C1=CNC2=CC=CC=C12